trans-tert-butyl (4-(6-chloroquinoline-2-carboxamido)cyclohexyl)methylcarbamate ClC=1C=C2C=CC(=NC2=CC1)C(=O)N[C@@H]1CC[C@H](CC1)CNC(OC(C)(C)C)=O